COC=1C=C(CN2C=C(C=C2)C=2C=C(N=NC2C)C=2C(NC(NC2)=O)=O)C=CC1 5-(5-(1-(3-methoxybenzyl)-1H-pyrrol-3-yl)-6-methylpyridazin-3-yl)pyrimidine-2,4(1H,3H)-dione